1-(3-(4-Chloro-7-fluoro-2-(4-(5-fluoro-3-methoxypyridin-2-yl)piperazine-1-carbonyl)-1H-indol-6-yl)-5,6-dihydropyridin-1(2H)-yl)-3-(1H-pyrazol-1-yl)propan-1-one ClC1=C2C=C(NC2=C(C(=C1)C=1CN(CCC1)C(CCN1N=CC=C1)=O)F)C(=O)N1CCN(CC1)C1=NC=C(C=C1OC)F